ClC1=C(C=CC(=C1)Cl)C=1N(C(=C(N1)C1=CC=C(C=C1)C(=O)OCC)C1=CC=C(C=C1)C(=O)OCC)C1(N=C(C(=N1)C1=CC=C(C=C1)C(=O)OCC)C1=CC=C(C=C1)C(=O)OCC)C1=C(C=C(C=C1)Cl)Cl 2,2'-bis(2,4-dichlorophenyl)-4,4',5,5'-tetrakis(4-ethoxycarbonylphenyl)-1,2'-biimidazole